2-{2-[(3R)-3-hydroxypiperidin-1-yl]pyrimidin-5-yl}-1H-indol-5-ol O[C@H]1CN(CCC1)C1=NC=C(C=N1)C=1NC2=CC=C(C=C2C1)O